N1(C(=NCC1)C(=O)N)C(=O)N imidazolinediamide